ClC=1C=CC(=C2C=NN(C12)COCC[Si](C)(C)C)COC1=NN=C(S1)N 5-[(7-chloro-1-[[2-(trimethylsilyl)ethoxy]methyl]indazol-4-yl)methoxy]-1,3,4-thiadiazol-2-amine